C(C1=CC=CC=C1)OC(=O)ON1C(CCC1=O)=O N-benzyloxycarbonyloxysuccinimide